C1(CC1)C1=C(C(=NO1)C1=C(C=CC=C1Cl)Cl)CO[C@H]1[C@@H]2CN([C@H](C1)C2)C2=CC(=C(C(=O)OC)C=C2)F methyl 4-[(1S,4S,5R)-5-[[5-cyclopropyl-3-(2,6-dichlorophenyl)-1,2-oxazol-4-yl]methoxy]-2-azabicyclo[2.2.1]heptan-2-yl]-2-fluorobenzoate